ClC1=C(C=CC(=C1)F)CC(=O)N1[C@H](CCCC1)C (S)-2-(2-chloro-4-fluorophenyl)-1-(2-methylpiperidin-1-yl)ethan-1-one